methylene dicarbamate C(N)(OCOC(N)=O)=O